ClC=1C=CC(=C(C1)[C@@H]1[C@H](C1)C(=O)NC1=NC=NC(=C1)NCC=1N=C2N(C=C(C=C2)C2CC2)C1)O |r| rac-(1S*,2S*)-2-(5-chloro-2-hydroxyphenyl)-N-(6-(((6-cyclopropyl-imidazo[1,2-a]pyridin-2-yl)methyl)amino)pyrimidin-4-yl)cyclopropane-1-carboxamide